(2S,3S,4S,5R)-4-[[3-[2-Methoxy-3-(trifluoromethyl)phenyl]-4,5-dimethyl-5-(trifluoromethyl)tetrahydrofuran-2-carbonyl]amino]pyridin-2-carboxamid COC1=C(C=CC=C1C(F)(F)F)[C@H]1[C@H](O[C@]([C@H]1C)(C(F)(F)F)C)C(=O)NC1=CC(=NC=C1)C(=O)N